C(CCC)OC1=NN=CC2=C(C=CC=C12)C 1-(butoxy)-5-methyl-phthalazine